(S)-(2,6-dimethylpyridin-4-yl)(7-(3-methyl-1H-pyrrolo[2,3-b]pyridin-5-yl)-5-(pyrrolidin-2-yl)-3,4-dihydroisoquinolin-2(1H)-yl)methanone CC1=NC(=CC(=C1)C(=O)N1CC2=CC(=CC(=C2CC1)[C@H]1NCCC1)C=1C=C2C(=NC1)NC=C2C)C